4-((2-(1-(tert-Butyl)-1H-pyrazol-4-yl)pyridin-4-yl)((4-(4-methoxy-3-methylphenyl)bicyclo[2.2.2]octan-1-yl)methyl)carbamoyl)(trans-cyclohexyl) 3-hydroxyazetidine-1-carboxylate OC1CN(C1)C(=O)O[C@@H]1CC[C@H](CC1)C(N(CC12CCC(CC1)(CC2)C2=CC(=C(C=C2)OC)C)C2=CC(=NC=C2)C=2C=NN(C2)C(C)(C)C)=O